C(C)(C)(C)OC(=O)N1CC2(C1)CC(C2)=C2CCCCC2 6-cyclohexylidene-2-azaspiro[3.3]Heptane-2-carboxylic acid tert-butyl ester